COC1=CC=C(C=C1)C1=NC(=NC(=C1)C(F)(F)F)SCCC(=O)O 3-((4-(4-methoxyphenyl)-6-(trifluoromethyl)pyrimidin-2-yl)thio)propanoic acid